C(C)(C)(C)C1=C(C=C(C=N1)C=1N=C2SCC(CN2C(C1C#N)=O)COC)F 8-(6-tert-butyl-5-fluoropyridin-3-yl)-3-(methoxymethyl)-6-oxo-2H,3H,4H,6H-pyrimido[2,1-b][1,3]thiazine-7-carbonitrile